ClC1=CC=C(CN2C3(CC(C3)C3=CC=CC=C3)C(N(CC2=O)C(C)C)=O)C=C1 5-(4-chlorobenzyl)-8-isopropyl-2-phenyl-5,8-diazaspiro[3.5]nonane-6,9-dione